COC1=CC=C(C=C1)C1=NOC(=N1)N1CCC(CC1)C(=O)NCCC1=CC=CC=C1 1-(3-(4-methoxyphenyl)-1,2,4-oxadiazol-5-yl)-N-phenethylpiperidine-4-carboxamide